S1C(SCCC1)C=1C=CC(=C(C#N)C1)F 5-(1,3-Dithian-2-yl)-2-fluorobenzonitrile